BrC=1C=CC(=C(C(=O)OCC=C)C1)N Allyl 5-Bromo-2-Amino-Benzoate